(2R)-tert-Butyl 5-(6-((tert-butyldiphenylsilyl)oxy)-2,2-difluoro-4-methylenehexanoyl)-2-methyl-4-oxopiperidine-1-carboxylate [Si](C1=CC=CC=C1)(C1=CC=CC=C1)(C(C)(C)C)OCCC(CC(C(=O)C1C(C[C@H](N(C1)C(=O)OC(C)(C)C)C)=O)(F)F)=C